tert-Butyl 4-(1-(4-((1-(2,6-dioxopiperidin-3-yl)-2-oxo-1,2-dihydrobenzo[cd]indol-6-yl)methyl)benzyl)azetidin-3-yl)piperazine-1-carboxylate O=C1NC(CCC1N1C(C2=C3C(C(=CC=C13)CC1=CC=C(CN3CC(C3)N3CCN(CC3)C(=O)OC(C)(C)C)C=C1)=CC=C2)=O)=O